OC1=CC(=CC=C1)N 1-hydroxy-3-aminobenzene